COC1(COCC1)COC1=C2C=CC=NC2=C(C=N1)C1=CC=C(C=C1)C(F)(F)F 5-((3-methoxytetrahydrofuran-3-yl)methoxy)-8-(4-(trifluoromethyl)phenyl)-1,6-naphthyridine